ClC=1C=C2C(=NC=NC2=CC1C1=C(C=C(C=C1)F)F)N1CCN(CC1)C(\C=C\CN(C)C)=O (E)-1-(4-(6-chloro-7-(2,4-difluorophenyl)quinazolin-4-yl)piperazin-1-yl)-4-(dimethylamino)but-2-en-1-one